trimethoxysilane choline phosphate P(=O)([O-])(O)OCC[N+](C)(C)C.CO[SiH](OC)OC